(6-(4-(3H-imidazo[4,5-b]pyridin-7-yl)-1H-pyrazol-1-yl)pyridin-3-yl)(cyclopropyl)methanol N1=CNC2=NC=CC(=C21)C=2C=NN(C2)C2=CC=C(C=N2)C(O)C2CC2